FC1(C(C(N(CC1C)C(=O)OCC1=CC=CC=C1)C)CNS(=O)(=O)C)F Benzyl 4,4-difluoro-3-(methanesulfonylaminomethyl)-2,5-dimethyl-piperidine-1-carboxylate